BrC=1C(=C2CNN(C2=CC1)C)F 5-bromo-4-fluoro-1-methyl-2H-indazole